8-bromo-2-(ethylsulfanyl)-7-methoxy-1,6-naphthyridine BrC=1C(=NC=C2C=CC(=NC12)SCC)OC